(R)-2-[7-(1-isopropylpyrrolidin-3-yl)-5,6-dihydropyrrolo[2,3-c]pyridazin-3-yl]-3-methyl-5-(trifluoromethyl)phenol C(C)(C)N1C[C@@H](CC1)N1CCC2=C1N=NC(=C2)C2=C(C=C(C=C2C)C(F)(F)F)O